FC1=CC=C(C(=O)NCCCOC)C=C1 4-fluoro-N-(3-methoxypropyl)benzamide